Methyl (5Z,8Z,11Z,14Z)-15-(1-butylcyclopentyl)pentadeca-5,8,11,14-tetraenoate C(CCC)C1(CCCC1)\C=C/C\C=C/C\C=C/C\C=C/CCCC(=O)OC